C(C)OC(CC1=C(C(=CC(=C1)C1(CCCCC1)OC)F)OC)=O.OCC1=C2C(=NC=C1)N(N=C2C2CN(C2)C(C=C)=O)C2=CC=C(C=C2)OC(F)(F)F 1-[3-[4-(hydroxymethyl)-1-[4-(trifluoromethoxy)phenyl]pyrazolo[3,4-b]pyridin-3-yl]azetidin-1-yl]prop-2-en-1-one ethyl-2-(3-fluoro-2-methoxy-5-(1-methoxycyclohexyl)phenyl)acetate